ClC=1C(=NC(=NC1)NC1CCN(CC1)S(=O)(=O)C=1N=CN(C1)C)C=1C=NN(C1)C1=C(C#N)C=C(C=C1)CN1CCN(CC1)C 2-(4-(5-Chloro-2-((1-((1-methyl-1H-imidazol-4-yl)sulfonyl)piperidin-4-yl)amino)pyrimidin-4-yl)-1H-pyrazol-1-yl)-5-((4-methylpiperazin-1-yl)methyl)benzonitrile